FC(C1=NC(=NC(=C1)OC)N(CC1=CC=C(C=C1)OC)CC1=CC=C(C=C1)OC)F 4-(difluoromethyl)-6-methoxy-N,N-bis[(4-methoxyphenyl)methyl]pyrimidin-2-amine